5-(4-(1-(2,6-dimethoxy-4-(1,4,5-trimethyl-6-oxo-1,6-dihydropyridin-3-yl)benzyl)-3,3-difluoropiperidin-4-yl)piperazin-1-yl)-N-(2,6-dioxopiperidin-3-yl)picolinamide COC1=C(CN2CC(C(CC2)N2CCN(CC2)C=2C=CC(=NC2)C(=O)NC2C(NC(CC2)=O)=O)(F)F)C(=CC(=C1)C1=CN(C(C(=C1C)C)=O)C)OC